2-(benzo[d][1,3]dioxol-5-yloxy)-N-(pyridin-3-yl)-N-(thiophen-2-ylmethyl)acetamide O1COC2=C1C=CC(=C2)OCC(=O)N(CC=2SC=CC2)C=2C=NC=CC2